3-amino-1-(thiazol-2-yl)pyridin-2(1H)-one NC=1C(N(C=CC1)C=1SC=CN1)=O